Cl.BrC=1C=C2C[C@H](CC2=CC1)N (S)-5-bromo-2,3-dihydro-1H-inden-2-amine hydrochloride